FC1=CC(=CC2=CN(N=C12)C)C=1N=CC2=C(N1)C=CN(C2=O)C21CCC(CC2)(C1)NC(OC(C)(C)C)=O tert-butyl N-[4-[2-(7-fluoro-2-methyl-indazol-5-yl)-5-oxo-pyrido[4,3-d]pyrimidin-6-yl]norbornan-1-yl]carbamate